N-allyl-2-(3,5-dibromo-1H-pyrazol-1-yl)acetamide C(C=C)NC(CN1N=C(C=C1Br)Br)=O